1-bromo-2-(2-chlorophenyl)-4-methoxy-benzene BrC1=C(C=C(C=C1)OC)C1=C(C=CC=C1)Cl